C(C)(C)(C)C=1C(=NC(=NC1Cl)C(F)F)N (tert-butyl)-6-chloro-2-(difluoromethyl)pyrimidin-4-amine